4-(4-(aminomethyl)phenyl)-6,7-dimethoxy-2-methylphthalazin-1(2H)-one hydrochloride Cl.NCC1=CC=C(C=C1)C1=NN(C(C2=CC(=C(C=C12)OC)OC)=O)C